3-(1-(2-azabicyclo[2.1.1]hexan-5-yl)-2-(2-(cyclopropanecarbonyl)-2-azabicyclo[3.1.0]hexan-3-yl)-7-(2,3-dichlorophenyl)-6-fluoro-4-methyl-1H-pyrrolo[3,2-c]quinolin-8-yl)propanenitrile C12NCC(C1N1C(=CC=3C(=NC=4C(=C(C(=CC4C31)CCC#N)C3=C(C(=CC=C3)Cl)Cl)F)C)C3N(C1CC1C3)C(=O)C3CC3)C2